3-(dimethylaminomethylene)amino-3H-1,2,4-dithiazole-5-thione CN(C)C=NC1SSC(N1)=S